5-(3-chlorophenyl)-1,3-cyclohexanedione ClC=1C=C(C=CC1)C1CC(CC(C1)=O)=O